tert-butyl N-(tert-butoxycarbonyl)-N-(5-fluoro-4-[3-[(3-fluoro-2-methoxyphenyl)amino]-4-oxo-1H,5H,6H,7H-pyrrolo[3,2-c]pyridin-2-yl]pyrimidin-2-yl)carbamate C(C)(C)(C)OC(=O)N(C(OC(C)(C)C)=O)C1=NC=C(C(=N1)C1=C(C=2C(NCCC2N1)=O)NC1=C(C(=CC=C1)F)OC)F